di(pentylbenzyl) ether C(CCCC)C(C1=CC=CC=C1)OC(C1=CC=CC=C1)CCCCC